N-((S)-1-((S)-4-benzyl-4,5-dihydrooxazol-2-yl)-2-methylpropyl)acetamide C(C1=CC=CC=C1)[C@@H]1N=C(OC1)[C@H](C(C)C)NC(C)=O